N-[(2S)-2-hydroxy-2-(3-pyridyl)ethyl]-N-propyl-2-[6-(trifluoromethyl)-3-pyridyl]acetamide O[C@H](CN(C(CC=1C=NC(=CC1)C(F)(F)F)=O)CCC)C=1C=NC=CC1